1,4-Dihydro-3H-isochromen-3-on C1OC(CC2=CC=CC=C12)=O